OC1=C(C=O)C(=CC=C1)OC[C@H]1N(CCSC1)C(C1=C(C=CC=C1)CO)=O 2-hydroxy-6-{[(3R)-4-[2-(hydroxymethyl)benzoyl]thiomorpholin-3-yl]methoxy}benzaldehyde